4-ethyl-2,4,7-trimethyloct-6-enal C(C)C(CC(C=O)C)(CC=C(C)C)C